SCC(C(=O)[O-])=O sulfhydryl-pyruvate